tert-Butyl-8-[1-(2,7-dioxoazepan-3-yl)-3-methyl-2-oxobenzimidazol-4-yl]oct-7-yne C(C)(C)(C)CCCCCCC#CC1=CC=CC=2N(C(N(C21)C)=O)C2C(NC(CCC2)=O)=O